N[C@@H]([C@@H](C)O)CC1=C(C2=NC(=CC(=C2S1)NCC=1OC=CC1)Cl)Br (2r,3r)-3-amino-4-(3-bromo-5-chloro-7-{[(furan-2-yl)methyl]amino}thieno[3,2-b]pyridin-2-yl)butan-2-ol